ethyl (Z)-2-azido-3-[2-(2-fluorophenyl)thiazol-5-yl]prop-2-enoate N(=[N+]=[N-])\C(\C(=O)OCC)=C/C1=CN=C(S1)C1=C(C=CC=C1)F